2-((cyclopropylmethyl)(methyl)amino)-N-(5-ethylthiazol-2-yl)-4-fluoro-5-(morpholinosulfonyl)benzamide C1(CC1)CN(C1=C(C(=O)NC=2SC(=CN2)CC)C=C(C(=C1)F)S(=O)(=O)N1CCOCC1)C